FC(C1=CC=C(C(=N1)O)[C@H]1[C@@H](O[C@]([C@H]1C)(C(F)(F)F)C)C(=O)O)F (2r,3s,4s,5r)-3-(6-(difluoromethyl)-2-hydroxypyridin-3-yl)-4,5-dimethyl-5-(trifluoromethyl)tetrahydrofuran-2-carboxylic acid